ClC=1C=CC(=C2C=CC=NC12)N1C[C@@H](O[C@@H](C1)C)C(=O)NC1CCN(CC1)C (2R,6R)-4-(8-chloro-5-quinolyl)-6-methyl-N-(1-methyl-4-piperidyl)morpholine-2-carboxamide